2-{6-[(3S)-3-(cyclobutylamino)pyrrolidin-1-yl]pyridazin-3-yl}-4-fluoro-5-(2-methyl-1,3-thiazol-5-yl)phenol C1(CCC1)N[C@@H]1CN(CC1)C1=CC=C(N=N1)C1=C(C=C(C(=C1)F)C1=CN=C(S1)C)O